1-tert-butoxycarbonylazetidine C(C)(C)(C)OC(=O)N1CCC1